ClC=1C=NN2C1N=C(NC1=C2C=C(C=C1)N1[C@H]2CO[C@@H](C1)CC2)C2=C(C=CC=C2F)F (1R,4R)-5-[3-chloro-5-(2,6-difluorophenyl)-6H-pyrazolo[1,5-a][1,3,5]benzotriazepin-9-yl]-2-oxa-5-azabicyclo[2.2.2]octane